7-bromo-1,3,4,5-tetrahydro-2H-benzo[d]azepine-2-One BrC1=CC2=C(CC(NCC2)=O)C=C1